N,N,N',N'-tetramethyl-1,4-diaminobutane CN(CCCCN(C)C)C